N4-(2,4-dimethoxybenzyl)-8-(3-methoxy-2,6-dimethylphenyl)-N6,N6,7-trimethylquinazoline-4,6-diamine COC1=C(CNC2=NC=NC3=C(C(=C(C=C23)N(C)C)C)C2=C(C(=CC=C2C)OC)C)C=CC(=C1)OC